C(C)(=O)SCC1(CN(C1)C(=O)OC(C)(C)C)COCCCCCCCC\C=C/C\C=C/CCCCC tert-Butyl 3-[(acetylthio)methyl]-3-({[(9Z,12Z)-octadeca-9,12-dien-1-yl]oxy}methyl)azetidine-1-carboxylate